5-(2-((3,3-difluoro-1-(1H-1,2,3-triazol-4-yl)cyclobutyl)amino)-2-oxoacetyl)-N-(3-(difluoromethyl)-4-fluorophenyl)-6-methyl-2,3-dihydro-1H-pyrrolizine-7-carboxamide FC1(CC(C1)(C=1N=NNC1)NC(C(=O)C=1N2CCCC2=C(C1C)C(=O)NC1=CC(=C(C=C1)F)C(F)F)=O)F